COCC1=CC=C(C=C1)OCC1=CC=C(C=C1)OCC1=CC=C(C=C1)O 4-[4'-(4''-hydroxybenzyloxy)benzyloxy]benzyl methyl ether